ClC=1N=CC=C2C1OCC2(C)C 7-chloro-3,3-dimethyl-2,3-dihydrofuro[2,3-c]pyridine